(R)-N-(4-(3-aminopyrrolidin-1-yl)-2-(pyrrolidin-1-yl)quinazolin-7-yl)acrylamide N[C@H]1CN(CC1)C1=NC(=NC2=CC(=CC=C12)NC(C=C)=O)N1CCCC1